8-((1R,2R)-2-hydroxy-2-methylcyclopentyl)-6-iodo-2-((4-(methylsulfonylimino)phenyl)amino)pyrido[2,3-d]-Pyrimidine O[C@]1([C@@H](CCC1)N1CC(=CC2=C1N=C(N=C2)NC2=CCC(C=C2)=NS(=O)(=O)C)I)C